C1(CC1)[C@]1(C(N(C[C@H]1C)C=1C=2N(N=CC1)C=C(C2)C2=NN(C=C2)C)=O)C#N (3R,4S)-3-cyclopropyl-4-methyl-1-[6-(1-methylpyrazol-3-yl)pyrrolo[1,2-b]pyridazin-4-yl]-2-oxopyrrolidine-3-carbonitrile